C(C1=CC=CC=C1)C=1OCC(C1)C1=C(C=CC=C1C)NC(=O)OC(C)(C)C Benzyl-4-(2-((tert-butoxycarbonyl)amino)-6-methylphenyl)-4H-furan